N-(2,3-dihydro-1,4-benzoxazin-4-yl)-3-isopropyl-6-methyl-7-(2,3,5-trifluorophenyl)pyrazolo[5,1-b]thiazole-2-carboxamide O1CCN(C2=C1C=CC=C2)NC(=O)C2=C(N1C(S2)=C(C(=N1)C)C1=C(C(=CC(=C1)F)F)F)C(C)C